FC=1C=C(C/N=C/C(C)(C)C)C=CC1 (E)-N-(3-fluorobenzyl)-2,2-dimethylpropane-1-imine